(S)-1-(5-(difluoromethoxy)pyrimidin-2-yl)-7'-(3,5-difluorophenyl)dihydro-1'H,3'H,5'H-spiro[piperidine-4,2'-pyrazolo[1,2-a]pyrazol]-1'-one FC(OC=1C=NC(=NC1)N1CCC2(CN3N([C@@H](CC3)C3=CC(=CC(=C3)F)F)C2=O)CC1)F